C(=O)(O)OC(=O)O.C1(CCCCC1)C(C#CC(O)C1CCCCC1)O dicyclohexyl-2-butyne-1,4-diol dicarbonate